CCC1C(O1)C/C=C\C/C=C\C/C=C\C/C=C\CCCC(=O)O 17,18-epoxyeicosatetraenoic acid